((1R,2S)-2-methoxycyclopropyl)-9H-imidazo[1,2-b]pyrrolo[2,3-d]pyridazine-3-carboxamide CO[C@@H]1[C@H](C1)C=1N=C2N(N=CC3=C2NC=C3)C1C(=O)N